C1(CC1)C1=C(C=CC=C1F)C1C2=C(NC(=C1C(=O)OC)CF)COC2=O methyl 4-(2-cyclopropyl-3-fluorophenyl)-2-(fluoromethyl)-5-oxo-1,4,5,7-tetrahydrofuro[3,4-b]pyridine-3-carboxylate